(R)-(3-chloro-1-methyl-1H-1,2,4-triazol-5-yl)(4-(7-(trifluoromethyl)pyrazolo[1,5-a]pyridin-2-yl)-6,7-dihydro-1H-imidazo[4,5-c]pyridin-5(4H)-yl)methanone ClC1=NN(C(=N1)C(=O)N1[C@H](C2=C(CC1)NC=N2)C2=NN1C(C=CC=C1C(F)(F)F)=C2)C